6-[4-(difluoromethyl)phenyl]-N-[(2S)-1-hydroxypropan-2-yl]-2-(1-methyl-1H-pyrazol-4-yl)-3-oxo-2,3-dihydropyridazine-4-carboxamide FC(C1=CC=C(C=C1)C=1C=C(C(N(N1)C=1C=NN(C1)C)=O)C(=O)N[C@H](CO)C)F